NCC(O)C1=CC=C(C=C1)C1=C(C=C(C#N)C=C1)OC=1N(N=C(C1)C1=NC=CC=C1)C 4-[4-(2-amino-1-hydroxyethyl)phenyl]-3-(2-methyl-5-pyridin-2-ylpyrazol-3-yl)oxybenzonitrile